ClCC(/C(/C(=O)OCC)=N/NC1=CC=C(C=C1)OC)=O ethyl (Z)-4-chloro-2-(2-(4-methoxyphenyl) hydrazineylidene)-3-oxobutanoate